C(CCCCCCCCCCCCCCC(C)C)(=O)[O-].[Zn+2].C(CCCCCCCCCCCCCCC(C)C)(=O)[O-] zinc isostearate